diethyl (1H-imidazol-2-yl)phosphoramidate N1C(=NC=C1)NP(OCC)(OCC)=O